BrC1=C(C=CC=C1)C1C(C1)C(=O)O 2-(2-bromophenyl)cyclopropane-1-carboxylic acid